ClC1=C(C(=CC=C1F)Cl)C(C)NCCCCCCCCSC1=C2CN(C(C2=CC=C1)=O)C1C(NC(CC1)=O)=O 3-(4-((8-((1-(2,6-dichloro-3-fluorophenyl)ethyl)amino)octyl)thio)-1-oxoisoindolin-2-yl)piperidine-2,6-dione